CS(=O)(=O)C1=CC=C(C=C1)C1CC2(CN(C2)C(=O)N2CC3(C2)NC(OC3)=O)C1 2-[6-(4-methanesulfonylphenyl)-2-azaspiro[3.3]heptane-2-carbonyl]-7-oxa-2,5-diazaspiro[3.4]octan-6-one